NCC1N(CC2=CC=CC=C12)C1=C(C(N(N=C1)COCC[Si](C)(C)C)=O)C(F)(F)F 5-[1-(aminomethyl)-2,3-dihydro-1H-isoindol-2-yl]-4-(trifluoromethyl)-2-[[2-(trimethylsilyl)ethoxy]methyl]-2,3-dihydropyridazin-3-one